C(C)(C)N1N=C(C2=C1C=NN(C2=O)CC(=O)N[C@@H](C)C2=CC=C(C=C2)C)C (S)-2-(1-isopropyl-3-methyl-4-oxo-1,4-dihydro-5H-pyrazolo[3,4-d]pyridazin-5-yl)-N-(1-(p-tolyl)ethyl)acetamide